(R)-4-((3S,8S,9S,10R,13R,14S,17R)-10,13-dimethyl-3-(2,2,2-trifluoroacetoxy)-2,3,4,7,8,9,10,11,12,13,14,15,16,17-tetradecahydro-1H-cyclopenta[a]phenanthren-17-yl)pentanoic acid C[C@]12[C@H]3CC[C@@]4([C@H](CC[C@H]4[C@@H]3CC=C2C[C@H](CC1)OC(C(F)(F)F)=O)[C@@H](CCC(=O)O)C)C